CC(C=C)(C)C=1C(=CC(=C(C1)/C=C/C(=O)C1=CC=C(C=C1)O)OC)O (2E)-3-[5-(1,1-dimethyl-2-propen-1-yl)-4-hydroxy-2-Methoxyphenyl]-1-(4-hydroxyphenyl)-2-propen-1-one